O=C1N(C(C=C1)=O)CC(=O)NC(C(=O)NCCCC(NCCOCCOCCOCCOCCOCCOCCOCCOCCOCCO)=O)C(C(=O)NCCCC(NCCOCCOCCOCCOCCOCCOCCOCCOCCOCCO)=O)NC(CN1C(C=CC1=O)=O)=O 2,3-bis(2-(2,5-dioxo-2,5-dihydro-1H-pyrrol-1-yl)acetamido)-N1,N4-bis(1-hydroxy-31-oxo-3,6,9,12,15,18,21,24,27-nonaoxa-30-azatetratriacontan-34-yl)succinamide